B(OC(C1=C(C(=C(C(=C1)C1=C(C(=C(C(=C1F)F)F)F)F)C1=C(C(=C(C(=C1F)F)F)F)F)C1=C(C(=C(C(=C1F)F)F)F)F)C1=C(C(=C(C(=C1F)F)F)F)F)(C1=CC=CC=C1)C1=CC=CC=C1)([O-])[O-] tetrakis(pentafluorophenyl)trityl borate